(10-(3-Butyl-5-(diaminomethylene)-2,4,6-trioxotetrahydropyrimidin-1(2H)-yl)-1-(2-methoxyethyl)-2,4-dioxo-1,3-diazadispiro[4.1.57.15]tridecan-3-yl)acetonitrile C(CCC)N1C(N(C(C(C1=O)=C(N)N)=O)C1CCC2(CC3(C(N(C(N3CCOC)=O)CC#N)=O)C2)CC1)=O